2-[4-(3,3-difluoro-1-methyl-cyclobutyl)-2-methyl-phenyl]-4,4,5,5-tetramethyl-1,3,2-dioxaborolane FC1(CC(C1)(C)C1=CC(=C(C=C1)B1OC(C(O1)(C)C)(C)C)C)F